OCC=1C(=NC(=NC1)SC)N[C@H]1[C@@](CCC1)(O)C (1R,2R)-2-{[5-(hydroxymethyl)-2-(methylthio)pyrimidin-4-yl]Amino}-1-methylcyclopentanol